Cl.N1(CCCCCC1)C=1N=C(C2=C(C=NNC2=O)N1)NC1=CC=C(C=C1)OC1CCNCC1 2-(azepan-1-yl)-4-((4-(piperidin-4-yloxy)phenyl)amino)pyrimido[4,5-d]pyridazin-5(6H)-one hydrochloride